NC=1C(NC(N(N1)C1=CC(=C(C(=C1)Cl)OC=1C=C2C(=CC(=NC2=CC1)C1=CC=CC=C1)C)Cl)=O)=O 6-amino-2-(3,5-dichloro-4-((4-methyl-2-phenylquinolin-6-yl)oxy)phenyl)-1,2,4-triazine-3,5(2H,4H)-dione